3-[[4-[(3S)-3-[[2-(tert-Butoxycarbonylamino)spiro[3.3]heptan-6-yl]amino]-5-methyl-hexyl]-6-(2,6-dimethylphenyl)pyrimidin-2-yl]sulfamoyl]benzoic acid C(C)(C)(C)OC(=O)NC1CC2(C1)CC(C2)N[C@@H](CCC2=NC(=NC(=C2)C2=C(C=CC=C2C)C)NS(=O)(=O)C=2C=C(C(=O)O)C=CC2)CC(C)C